4-(piperazin-1-yl)-2,3-dihydro-1H-pyrrolo[3,4-c]pyridin-1-one N1(CCNCC1)C1=NC=CC2=C1CNC2=O